CC1(CC(C1)NC=1N=CC2=C(N1)NC=C2C=2C=C1N=CC=NC1=CC2)NC(CC)=O N-((1s,3s)-1-methyl-3-((5-(quinoxalin-6-yl)-7H-pyrrolo[2,3-d]pyrimidin-2-yl)amino)cyclobutyl)propionamide